BrCC=1C(=C(C(=O)[O-])C=CC1)Cl 3-(bromomethyl)-2-chlorobenzoate